C1(CC1)C1=NC(=CC(=C1)C(=O)N1CC(C1)S(=O)(=O)C1=C(C=C(C=C1)S(=O)(=O)N)F)OCC1OC=CCC1 4-[1-[2-cyclopropyl-6-(oxacyclohexen-4-ylmethoxy)pyridine-4-carbonyl]azetidin-3-yl]sulfonyl-3-fluorobenzenesulfonamide